(3S,4R)-4-(4-chlorophenyl)-N-(3-{[(1S)-1-(dimethylcarbamoyl)pentyl]carbamoyl}phenyl)-1-methylpyrrolidine-3-carboxamide ClC1=CC=C(C=C1)[C@H]1[C@@H](CN(C1)C)C(=O)NC1=CC(=CC=C1)C(N[C@@H](CCCC)C(N(C)C)=O)=O